3-[6-(2-cyclopropylethyl)-7-oxo-1H-pyrrolo[2,3-c]pyridin-4-yl]-N,N-dimethylbenzamide C1(CC1)CCN1C(C2=C(C(=C1)C=1C=C(C(=O)N(C)C)C=CC1)C=CN2)=O